NC1=NC=2C(=CC=CC2C=2N1C=C(N2)C(=O)N2CCC(CCC2)=O)OC 1-(5-amino-7-methoxyimidazo[1,2-c]quinazoline-2-carbonyl)azepan-4-one